BrC=1C=NC(=NC1)SC(C)C 5-bromo-2-(isopropylthio)pyrimidine